FC(C1=NN(C=N1)C(C(=O)O)C)(F)F 2-(3-(trifluoromethyl)-1H-1,2,4-triazol-1-yl)propionic acid